ketomalonic acid diethyl ester C(C)OC(C(C(=O)OCC)=O)=O